[C@@H]12CNCC[C@H]2CN1C=1SC2=C(N=NC(=C2)C2=C(C=C(C=C2)C=2C=NNC2)O)N1 2-{6-[(1R,6S)-3,8-Diazabicyclo[4.2.0]octan-8-yl][1,3]thiazolo[4,5-c]pyridazin-3-yl}-5-(1H-pyrazol-4-yl)phenol